(R)-N-[(S)-(3,4-dichloro-2-fluoro-6-hydroxyphenyl)(piperidin-4-yl)methyl]-2-methylpropane-2-sulfinamide ClC=1C(=C(C(=CC1Cl)O)[C@@H](N[S@](=O)C(C)(C)C)C1CCNCC1)F